6-Amino-4-oxahexanoic acid NCCOCCC(=O)O